(2R,4S,5R,6R)-2-((6-carboxyhexyl)oxy)-6-((1R,2R)-3-(2-(4-chlorophenyl)acetamido)-1,2-dihydroxypropyl)-4-hydroxy-5-(2-hydroxyacetamido)tetrahydro-2H-pyran-2-carboxylic acid C(=O)(O)CCCCCCO[C@]1(O[C@H]([C@@H]([C@H](C1)O)NC(CO)=O)[C@@H]([C@@H](CNC(CC1=CC=C(C=C1)Cl)=O)O)O)C(=O)O